tert-Butyl (2S,4R)-2-((6-bromo-3-(2-methoxy-2-oxoethyl)pyridin-2-yl)carbamoyl)-4-fluoropyrrolidine-1-carboxylate BrC1=CC=C(C(=N1)NC(=O)[C@H]1N(C[C@@H](C1)F)C(=O)OC(C)(C)C)CC(=O)OC